(4-chloro-5-cyclopropyl-7H-pyrrolo[2,3-d]pyrimidin-7-yl)methanol ClC=1C2=C(N=CN1)N(C=C2C2CC2)CO